(Z,Z)-9,12-Tetradecadienyl acetate C(C)(=O)OCCCCCCCC\C=C/C\C=C/C